(1R,4R)-3,4-difluorophenyl 5-(4-methoxyphenyl)-2,5-diazabicyclo[2.2.1]heptane-2-carboxylate COC1=CC=C(C=C1)N1[C@H]2CN([C@@H](C1)C2)C(=O)OC2=CC(=C(C=C2)F)F